ClC1=C(C=CC2=C1CCO2)C(=O)O 4-chloro-2,3-dihydrobenzofuran-5-carboxylic acid